ClC1=C(C=C2C(=N1)N(C=C2)C)C(=O)OC methyl 6-chloro-1-methyl-1H-pyrrolo[2,3-b]pyridine-5-carboxylate